OC(CCCCCCC(=O)O)CCCCCCCCCCCCCCC 8-Hydroxy-tricosanoic acid